NCCS(=O)(=O)O Aminoethylsulfonic acid